(2,4-dimethylphenyl)-2,2-difluoroethane-1-amine CC1=C(C=CC(=C1)C)C(C(F)F)N